(S)-4-(9H-fluorenylmethoxycarbonyl)morpholine-3-carboxylic acid C1(=CC=CC=2C3=CC=CC=C3CC12)COC(=O)N1[C@@H](COCC1)C(=O)O